C(C)(=O)O.FC=1C=C(C=NC1)[C@H](CNC(CC1CCC(CC1)C(=O)O)(C)C)O (1R,4r)-4-(2-(((R)-2-(5-fluoropyridin-3-yl)-2-hydroxyethyl)amino)-2-methylpropyl)cyclohexane-1-carboxylic acid acetate